C(C=C)(=O)OCCC[Si](OC)(OC)OC 3-Acryloxypropyltrimethoxysilan